C(C)N(C(=O)Cl)C N-Ethyl-N-methylcarbamoyl Chloride